C(N)(OC(CNC(C1=CC=C(C=C1)C)=O)C(CCC(F)(F)F)C)=O 2,2,2-trifluoroethyl{3-methyl-1-[(4-methylbenzoyl)amino]butan-2-yl} carbamate